OC(CC=C(C(=O)N)C)C 2-hydroxypropylmethacrylamid